N-methyl-N-{2-[(4-{3-[3-(propan-2-yl)phenyl]-1H-pyrrolo[3,2-b]pyridin-2-yl}pyridin-3-yl)oxy]ethyl}prop-2-enamide CN(C(C=C)=O)CCOC=1C=NC=CC1C1=C(C2=NC=CC=C2N1)C1=CC(=CC=C1)C(C)C